(2R,3R,4R,5R)-5-(3-((benzyloxy)methyl)-2,4-dioxo-3,4-dihydropyrimidine-1(2H)-yl)-2-Hydroxymethyl-4-(methoxy-d3)tetrahydrofuran-3-yl benzoate C(C1=CC=CC=C1)(=O)O[C@@H]1[C@H](O[C@H]([C@@H]1OC([2H])([2H])[2H])N1C(N(C(C=C1)=O)COCC1=CC=CC=C1)=O)CO